Phenyl 1-methyl-2-((5-(trifluoromethyl)pyridin-2-yl)methyl)hydrazine-1-carboxylate CN(NCC1=NC=C(C=C1)C(F)(F)F)C(=O)OC1=CC=CC=C1